Cl.N[C@@H](CCCCN)C(=O)O L-Lysin HCl